C(#N)C[C@@H]1N(CCN(C1)C=1C2=C(N=C(N1)OC[C@H]1N(CCC1)C)CN(CC2)C=2C=CC=C1C=CN(C21)C)C(=O)OCC2=CC=CC=C2 benzyl (S)-2-(cyanomethyl)-4-(7-(1-methyl-1H-indol-7-yl)-2-(((S)-1-methylpyrrolidin-2-yl)methoxy)-5,6,7,8-tetrahydropyrido[3,4-d]pyrimidin-4-yl)piperazine-1-carboxylate